OC1=CC(=CC(=C1C1C(CCC(=C1)C)C(=C)C)OP1(OCCC(O1)C1=CC=NC=C1)=O)CCCCC 2-((6-hydroxy-5'-methyl-4-pentyl-2'-(prop-1-en-2-yl)-1',2',3',4'-tetrahydro-[1,1'-biphenyl]-2-yl)oxy)-4-(pyridin-4-yl)-1,3,2-dioxaphosphinane 2-oxide